1-(4-(3,4-dichlorophenyl)-5-(isopropylthio)thiazol-2-yl)-4-(4-methoxypyrimidin-2-yl)-3-methyl-1H-pyrazole-5-carboxylic acid ClC=1C=C(C=CC1Cl)C=1N=C(SC1SC(C)C)N1N=C(C(=C1C(=O)O)C1=NC=CC(=N1)OC)C